N-[1-[(2R,3R,4R,5R)-5-[[Bis(4-methoxyphenyl)-phenyl-methoxy]methyl]-4-[2-cyanoethoxy-(diisopropylamino)phosphanyl]oxy-3-hexadecoxy-tetrahydrofuran-2-yl]-2-oxo-pyrimidin-4-yl]acetamide COC1=CC=C(C=C1)C(OC[C@@H]1[C@H]([C@H]([C@@H](O1)N1C(N=C(C=C1)NC(C)=O)=O)OCCCCCCCCCCCCCCCC)OP(N(C(C)C)C(C)C)OCCC#N)(C1=CC=CC=C1)C1=CC=C(C=C1)OC